2-imidazol-1-ylacetic acid N1(C=NC=C1)CC(=O)O